(1s,3s)-3-(cyanoamino)-1-fluoro-N-{3-[4-(trifluoro-methyl)phenyl]-1H-pyrazol-5-yl}cyclobutane-1-carboxamide C(#N)NC1CC(C1)(C(=O)NC1=CC(=NN1)C1=CC=C(C=C1)C(F)(F)F)F